1-fluoro-4-(1-propen-2-yl)benzene FC1=CC=C(C=C1)C(=C)C